5-bromo-2-(1H-1,2,3-triazol-1-yl)pyridine BrC=1C=CC(=NC1)N1N=NC=C1